COC1=NC=C(C=C1C)C1(NC=C(C(=N1)NC=1C=CC2=C(NC(O2)=O)C1)C)N 2-(2-methoxy-3-methylpyridin-5-yl)-5-methyl-N4-(2-oxo-2,3-dihydro-1,3-benzooxazol-5-yl)-2,4-pyrimidinediamine